O[C@@H]1[C@@H]2CCC[C@H](CC1)N2C(=O)OC(C)(C)C tert-Butyl (1S,2S,5R)-2-hydroxy-9-azabicyclo[3.3.1]nonane-9-carboxylate